C1(CC2C(CC1)O2)CC[SiH2]CC(OC(C)=O)OC(C)=O β-(3,4-epoxycyclohexyl)ethyl-diacetoxyethylsilane